[4-(3-ethylheptyl)-2-fluoro-phenyl]-[4-[4-[4-[[4-(3-ethylheptyl)-2-fluoro-phenyl]azo]phenyl]-2,1,3-benzothiadiazol-7-yl]phenyl]diazene C(C)C(CCC1=CC(=C(C=C1)N=NC1=CC=C(C=C1)C1=CC=C(C=2C1=NSN2)C2=CC=C(C=C2)N=NC2=C(C=C(C=C2)CCC(CCCC)CC)F)F)CCCC